FC(S(=O)(=O)OC1=C(C=C2C(=NC=NC2=C1)NC1=C(C(=C(C=C1)F)Cl)F)[N+](=O)[O-])(F)F 4-((3-chloro-2,4-difluorophenyl) amino)-6-nitroquinazolin-7-yl trifluoromethanesulfonate